N-(6-bromo-1H-pyrrolo[3,2-b]pyridin-3-yl)-5-phenoxy-1H-benzo[d]imidazol-2-amine BrC=1C=C2C(=NC1)C(=CN2)NC2=NC1=C(N2)C=CC(=C1)OC1=CC=CC=C1